C1(CC1)C1=CC(=C(C(=O)NC(NC2=C(C=CC=C2)C#CC)=O)C=C1)F 4-cyclopropyl-N-((2-propynylphenyl)carbamoyl)-2-fluorobenzamide